5-[(1S)-1-methyl-2-[[(R)-phenyl-[(3R)-1,2,3,4-tetrahydropyrido[2,3-b]pyrazin-3-yl]methyl]amino]ethyl]pyridine-2-carbonitrile C[C@H](CN[C@@H]([C@H]1CNC2=C(N1)N=CC=C2)C2=CC=CC=C2)C=2C=CC(=NC2)C#N